C=CC1CO1 epoxybutene